5,6-difluoronaphthalen-2-ol FC1=C2C=CC(=CC2=CC=C1F)O